[Os](=O)(=O)(=O)=O osmium tetraoxide